7-cyclopropylmethyl-8-methyl-6,7,8,9-tetrahydro-3H-pyrazolo[3,4-h]isochinolin C1(CC1)CC1N(CC=2C3=C(C=CC2C1)NN=C3)C